FC=1C=C(C(=O)NO)C=C(C1)C[C@H]1N(CC2(CC1)CCCCC2)C (S)-3-fluoro-N-hydroxy-5-((2-methyl-2-azaspiro[5.5]undecan-3-yl)methyl)benzamide